C(#N)C=1C=CC=2N(C(N=C(C2N1)N1C[C@H](N(C[C@@H]1C)C(C(=O)NS(=O)(=O)C1CC1)C1=CC=C(C=C1)C(F)(F)F)CC)=O)C 2-((2r,5s)-4-(6-cyano-1-methyl-2-oxo-1,2-dihydropyrido[3,2-d]pyrimidin-4-yl)-2-ethyl-5-methylpiperazin-1-yl)-N-(cyclopropylsulfonyl)-2-(4-(trifluoromethyl)phenyl)acetamide